[Ni].N=C1NC=CC=C1 iminopyridine nickel